FC1=C(C(N)=NO)C=CC(=C1)F 2,4-difluorobenzamide oxime